2-amino-1-(2-(3-chloro-5-fluorophenyl)-3-((4-fluorophenyl)amino)-8,8-dimethyl-5,6-dihydroimidazo[1,2-a]pyrazin-7(8H)-yl)ethan-1-one NCC(=O)N1C(C=2N(CC1)C(=C(N2)C2=CC(=CC(=C2)F)Cl)NC2=CC=C(C=C2)F)(C)C